6-methyl-N-(6-(pyridin-4-yl)thiazolo[4,5-b]pyrazin-2-yl)-4-(4-oxa-7-azaspiro[2.5]octan-7-yl)nicotinamide CC1=NC=C(C(=O)NC=2SC=3C(=NC=C(N3)C3=CC=NC=C3)N2)C(=C1)N1CCOC2(CC2)C1